(R)-1-(4-(5-(hydroxy(4-(4-morpholino-7H-pyrrolo[2,3-d]pyrimidin-6-yl)phenyl)methyl)pyrimidin-2-yl)piperazin-1-yl)prop-2-en-1-one O[C@@H](C=1C=NC(=NC1)N1CCN(CC1)C(C=C)=O)C1=CC=C(C=C1)C1=CC2=C(N=CN=C2N2CCOCC2)N1